Cl.CNC=1SC=2N=C(SC2N1)C=1N=CC(=C2C1NC=C2)C=2C=NNC2 N-methyl-5-[4-(1H-pyrazol-4-yl)-1H-pyrrolo[2,3-c]pyridin-7-yl][1,3]thiazolo[5,4-d][1,3]thiazol-2-amin Hydrochlorid